tert-butyl N-[(3R)-1-(2-methyl-5-nitro-indazol-4-yl)pyrrolidin-3-yl]carbamate CN1N=C2C=CC(=C(C2=C1)N1C[C@@H](CC1)NC(OC(C)(C)C)=O)[N+](=O)[O-]